N-(4-(4-(2-(dimethylamino)ethyl)piperazine-1-carbonyl)-3-ethylphenyl)-5-(3-fluoro-4-isopropoxyphenyl)-1-methyl-1H-imidazole-2-carboxamide CN(CCN1CCN(CC1)C(=O)C1=C(C=C(C=C1)NC(=O)C=1N(C(=CN1)C1=CC(=C(C=C1)OC(C)C)F)C)CC)C